C(#N)C1(CCN(CC1)C(=O)OC(C)(C)C)COS(=O)(=O)C1=CC=C(C)C=C1 tert-Butyl 4-cyano-4-((tosyloxy)methyl)piperidine-1-carboxylate